[N+](=O)([O-])C=1C=C(C=CC1OC(F)(F)F)S(=O)(=O)N 3-nitro-4-(trifluoromethoxy)benzenesulfonamide